CC1CCC(NC1)C1=CC(=CC=C1)C(F)(F)F 5-methyl-2-[3-(trifluoromethyl)phenyl]piperidine